CC=1C=C(C=C(C1)C)C1=NC(=C2N=CN(C2=N1)C1OCCCC1)NCC1=CC=C(C=C1)C=1N(C=C(N1)C(F)(F)F)C 2-(3,5-dimethylphenyl)-N-(4-(1-methyl-4-(trifluoromethyl)-1H-imidazol-2-yl)benzyl)-9-(tetrahydro-2H-pyran-2-yl)-9H-purin-6-amine